ethyl 4-(4-{3-[(tert-butoxycarbonyl)amino]propanamido}-1-methylpyrrole-2-amido)-1-methylimidazole-2-carboxylate C(C)(C)(C)OC(=O)NCCC(=O)NC=1C=C(N(C1)C)C(=O)NC=1N=C(N(C1)C)C(=O)OCC